methyl-2-(4-fluoro-styryl)-3-morpholinobenzoate COC(C1=C(C(=CC=C1)N1CCOCC1)C=CC1=CC=C(C=C1)F)=O